FC=1C(=NC(NC1)=O)N L-5-fluorocytosine